C12CN(CC(CC1)N2)C2=NC(=CC(=N2)N2CC=1C(=NC=CC1C2=O)C2=C(C=CC=C2OC)F)C 2-(2-(3,8-diazabicyclo[3.2.1]oct-3-yl)-6-methylpyrimidin-4-yl)-4-(2-fluoro-6-methoxyphenyl)-2,3-dihydro-1H-pyrrolo[3,4-c]pyridin-1-one